[Na+].CC(COC1=CC=C(C=C1)S(=O)(=O)[O-])=C 4-[(2-methyl-2-propenyl) oxy]-benzenesulfonate sodium salt